C[C@@H]1[C@H]([C@@H]([C@H]([C@H](O1)OP(=O)([O-])OP(=O)([O-])OC[C@@H]2[C@H](C[C@@H](O2)N3C=C(C(=O)NC3=O)C)O)O)[NH+](C)C)O The molecule is a nucleotide-sugar oxoanion that is the conjugate base of dTDP-alpha-D-mycaminose, arising from deprotonation of the diphosphate group and protonation of the amino group. It is a conjugate base of a dTDP-alpha-D-mycaminose.